ammonium 2-((1s,3s)-3-((1H-pyrazolo[4,3-b]pyridin-5-yl)oxy)-2'-oxospiro[cyclobutane-1,3'-pyrrolo[2,3-b]pyridin]-1'(2'H)-yl)acetate N1N=CC2=NC(=CC=C21)OC2CC1(C(N(C3=NC=CC=C31)CC(=O)[O-])=O)C2.[NH4+]